2-(3,4-dimethoxyphenyl)-2-isopropyl-5-(methyl(phenethyl)amino)pentanenitrile COC=1C=C(C=CC1OC)C(C#N)(CCCN(CCC1=CC=CC=C1)C)C(C)C